(2S,5S)-5-((S)-2-Acetylamino-2-cyclopentyl-acetylamino)-4-oxo-1,2,4,5,6,7-hexahydro-azepino[3,2,1-hi]indole-2-carboxylic acid (1H-[1,2,3]triazol-4-ylmethyl)-amide N1N=NC(=C1)CNC(=O)[C@H]1N2C3=C(C=CC=C3C1)CC[C@@H](C2=O)NC([C@H](C2CCCC2)NC(C)=O)=O